NC1=NC=CC=C1C1=NC=2C(=NC(=CC2)C2CCOCC2)N1C1=CC=C(C(=O)OC)C=C1 methyl 4-(2-(2-aminopyridin-3-yl)-5-(tetrahydro-2H-pyran-4-yl)-3H-imidazo[4,5-b]pyridin-3-yl)benzoate